(2r,4S)-N-((S)-(2,3-dichloro-6-fluorophenyl)(1-methylcyclopentyl)methyl)-6,8-dioxo-5,7-diazaspiro[3.4]octane ClC1=C(C(=CC=C1Cl)F)[C@@H](N1C(NC2(CCC2)C1=O)=O)C1(CCCC1)C